6-[[5-(5-tert-butyl-1,3,4-oxadiazol-2-yl)-4-[[(1S)-2-hydroxy-1-phenyl-ethyl]amino]pyrimidin-2-yl]amino]-2-methyl-3,4-dihydroisoquinolin-1-one C(C)(C)(C)C1=NN=C(O1)C=1C(=NC(=NC1)NC=1C=C2CCN(C(C2=CC1)=O)C)N[C@H](CO)C1=CC=CC=C1